N-[3-chloro-4-(piperazine-1-carbonyl)phenyl]-1-methyl-5-[1-(pyridin-3-ylmethyl)-3-(trifluoromethyl)pyrazol-4-yl]imidazole-2-carboxamide ClC=1C=C(C=CC1C(=O)N1CCNCC1)NC(=O)C=1N(C(=CN1)C=1C(=NN(C1)CC=1C=NC=CC1)C(F)(F)F)C